CN1C(C2=C(N(C(N[C@@H]2C2=CC=C(C#N)C=C2)=O)C2=CC(=CC=C2)C(F)(F)F)CC1)=O |r| racemic-4-(6-methyl-2,5-dioxo-1-(3-(trifluoromethyl)phenyl)-1,2,3,4,5,6,7,8-octahydropyrido[4,3-d]pyrimidin-4-yl)benzonitrile